NC1=NC(=NC(=C1NCC(C)(O)C)N)C=1C=C2C(N(C1)CC1=C(C=CC=C1)F)=CN=C2F 1-((4,6-diamino-2-(5-fluoro-1-(2-fluorobenzyl)-1H-pyrrolo[3,4-b]pyridin-3-yl)pyrimidin-5-yl)amino)-2-methylpropan-2-ol